BrC1=C(CC(N)C)C=C2C(=C1)OCO2 2-bromo-4,5-methylenedioxy-amphetamine